1-(4-((tert-butyldimethylsilyl)oxy)-6-methoxybenzofuran-2-yl)ethanone [Si](C)(C)(C(C)(C)C)OC1=CC(=CC2=C1C=C(O2)C(C)=O)OC